3-[2-[(E,3R)-5-[6-(Benzenesulfonamido)pyridin-2-yl]-3-hydroxypent-4-enoxy]phenyl]propanoic Acid C1(=CC=CC=C1)S(=O)(=O)NC1=CC=CC(=N1)/C=C/[C@@H](CCOC1=C(C=CC=C1)CCC(=O)O)O